C(C)(C)(C)OC(=O)N1C(CCCC1)C1=CC(=C2C(=NC=NN21)N)Br (4-amino-5-bromopyrrolo[2,1-f][1,2,4]triazin-7-yl)piperidine-1-carboxylic acid tert-butyl ester